3-(3-Fluoro-4-((1R,5S)-3-(2-fluoro-4-(4,4,5,5-tetramethyl-1,3,2-dioxaborolan-2-yl)phenyl)-3,6-diazabicyclo[3.2.0]heptan-6-yl)phenyl)piperidine-2,6-dione FC=1C=C(C=CC1N1[C@@H]2CN(C[C@@H]2C1)C1=C(C=C(C=C1)B1OC(C(O1)(C)C)(C)C)F)C1C(NC(CC1)=O)=O